tert-butyl 3-(5-((1S,4R,5R)-5-((5-cyclopropyl-3-(2,6-dichlorophenyl)isoxazol-4-yl)methoxy)-3-oxo-2-azabicyclo[2.2.1]heptan-2-yl)pyridin-2-yl)propanoate C1(CC1)C1=C(C(=NO1)C1=C(C=CC=C1Cl)Cl)CO[C@H]1[C@@H]2C(N([C@H](C1)C2)C=2C=CC(=NC2)CCC(=O)OC(C)(C)C)=O